BrC1=C2C(=CN=C1)NC(=C2)C(=O)O 4-bromo-1H-pyrrolo[2,3-c]pyridine-2-carboxylic acid